ClC1=CC=C(C=C1)C1=NNC(=C1)C(=O)N (E)-3-p-chlorophenyl-1H-pyrazole-5-carboxamide